methyl-1,2,3,6-tetrahydropyridine-4-boronic acid pinacol ester CN1CCC(=CC1)B1OC(C)(C)C(C)(C)O1